(3R)-3-[7-(4-oxocyclohexyl)-2,3-dihydro-1,4-benzoxazin-4-yl]piperidine-2,6-dione O=C1CCC(CC1)C1=CC2=C(N(CCO2)[C@H]2C(NC(CC2)=O)=O)C=C1